R-3-butene CCC=C